NC1=C(C(=NN1C(C(F)(F)F)C)C1=C(C(=C(C=C1)Br)F)F)C#N 5-amino-3-(4-bromo-2,3-difluoro-phenyl)-1-(2,2,2-trifluoro-1-methyl-ethyl)pyrazole-4-carbonitrile